6-(4-(2-methoxypyridin-4-yl)phenoxy)-4-methylpyridin-3-amine COC1=NC=CC(=C1)C1=CC=C(OC2=CC(=C(C=N2)N)C)C=C1